C1(CCC1)C1=CC(=NN1)NC(CC1=CC=C(C=C1)OCC1=CC(=CC=C1)C1C(NC(CC1)=O)=O)=O N-(5-cyclobutyl-1H-pyrazol-3-yl)-2-(4-((3-(2,6-dioxopiperidin-3-yl)benzyl)oxy)phenyl)acetamide